3-[1-(2,7-dimethyl-1-oxo-spiro[4H-isoquinoline-3,1'-indane]-5-yl)ethylamino]-6-methyl-pyridine-2-carboxylic acid CN1C(C2=CC(=CC(=C2CC12CCC1=CC=CC=C21)C(C)NC=2C(=NC(=CC2)C)C(=O)O)C)=O